C(C)(C)(C)OC(=O)N[C@@H](C(=O)O)CC=O (2R)-2-(tert-Butoxycarbonylamino)-4-oxo-butanoic acid